3-(5-((R)-4-benzhydryl-2-methylpiperazine-1-carbonyl)-6-fluoro-1-oxoisoindolin-2-yl)piperidine-2,6-dione C(C1=CC=CC=C1)(C1=CC=CC=C1)N1C[C@H](N(CC1)C(=O)C=1C=C2CN(C(C2=CC1F)=O)C1C(NC(CC1)=O)=O)C